(S)-2-((4-((6-((4-cyano-2-fluorophenoxy)methyl)pyridin-2-yl)oxyl)piperidine-1-yl)methyl)-1-(oxetan-2-ylmethyl)-1H-benzo[d]imidazole-6-carboxylic acid C(#N)C1=CC(=C(OCC2=CC=CC(=N2)OC2CCN(CC2)CC2=NC3=C(N2C[C@H]2OCC2)C=C(C=C3)C(=O)O)C=C1)F